Br[C@@H](C(=O)OC(C)CC)F sec-butyl (S)-2-bromo-2-fluoroacetate